9,10-bis(isocyanatomethyl)anthracene N(=C=O)CC=1C2=CC=CC=C2C(=C2C=CC=CC12)CN=C=O